N-(14-amino-3,6,9,12-tetraoxatetradecyl)-5-((3aS,4S,6aR)-2-oxohexahydro-1H-thieno[3,4-d]imidazol-4-yl)pentanamide NCCOCCOCCOCCOCCNC(CCCC[C@@H]1SC[C@@H]2NC(N[C@@H]21)=O)=O